4-[4-(8-azabicyclo[3.2.1]octan-8-yl)-8-fluoro-2-{[(2R,7aS)-2-fluorotetrahydro-1H-pyrrolizin-7a(5H)-yl]methoxy}pyrido[4,3-d]pyrimidin-7-yl]-5-ethynyl-6-fluoronaphthalen-2-ol C12CCCC(CC1)N2C=2C1=C(N=C(N2)OC[C@]23CCCN3C[C@@H](C2)F)C(=C(N=C1)C1=CC(=CC2=CC=C(C(=C12)C#C)F)O)F